N-methyl-3-(trifluoromethyl)-4,5,6,7-tetrahydro-2-benzothiophen-5-amine hydrochloride salt Cl.CNC1CC=2C(=CSC2C(F)(F)F)CC1